C(#N)C1=CC(=CC=2N=C(OC21)C=2C(=C(C=CC2)C2=C(C(=CC=C2)NC=2C1=C(N=CN2)C=C(C=N1)CN1CCCC1)C)C)CN1CCCC1 (R)-1-((7-cyano-2-(2,2'-dimethyl-3'-(7-(pyrrolidin-1-ylmethyl)pyrido[3,2-d]pyrimidin-4-ylamino)biphenyl-3-yl)benzo[d]oxazol-5-yl)methyl)pyrrolidine